2-methylpyrazolo[1,5-a]pyridin CC1=NN2C(C=CC=C2)=C1